8-Nitro-6-((5-(trifluoromethyl)-pyridin-2-yl)oxy)quinolone [N+](=O)([O-])C=1C=C(C=C2C=CC(NC12)=O)OC1=NC=C(C=C1)C(F)(F)F